4-CARBOXYNAPHTHALENE-1-BORONIC ACID C(=O)(O)C1=CC=C(C2=CC=CC=C12)B(O)O